1-tetrahydropyran-2-yl-N-[6-[3-[(1-tetrahydropyran-2-ylindazol-5-yl)amino]indazol-1-yl]-2-pyridyl]pyrazole-4-carboxamide O1C(CCCC1)N1N=CC(=C1)C(=O)NC1=NC(=CC=C1)N1N=C(C2=CC=CC=C12)NC=1C=C2C=NN(C2=CC1)C1OCCCC1